N-[3-[2-(difluoromethoxy)-5-(oxetan-3-ylsulfanyl)phenyl]-1-[2-oxo-2-[4-(tetrahydropyran-4-ylmethyl)piperazin-1-yl]ethyl]pyrazol-4-yl]pyrazolo[1,5-a]pyrimidine-3-carboxamide FC(OC1=C(C=C(C=C1)SC1COC1)C1=NN(C=C1NC(=O)C=1C=NN2C1N=CC=C2)CC(N2CCN(CC2)CC2CCOCC2)=O)F